NC1=C(C=CC=C1)NC(=O)C1=CC=C(CNC[C@H]2[C@@](C2)(C(=O)OC)C2=CC(=C(C=C2)Cl)Cl)C=C1 methyl (1R,2R)-2-(((4-((2-aminophenyl)carbamoyl)benzyl)amino)methyl)-1-(3,4-dichlorophenyl)cyclopropane-1-carboxylate